O=C1C(=CC2=C(N=CS2)O1)C(=O)O 5-oxo-5H-pyrano[2,3-d]thiazole-6-carboxylic acid